N-(methyl-d3)-4-((4-(2-methyl-2H-tetrazol-5-yl)-2-(difluoromethoxy)phenyl)amino)pyridazine-3-carboxamide C(NC(=O)C=1N=NC=CC1NC1=C(C=C(C=C1)C=1N=NN(N1)C)OC(F)F)([2H])([2H])[2H]